CON=C1C(C=CC=C1)C=CC1=CC=CC=C1 methoxyiminostilbene